FC1(CC1)CCC(=O)N 3-(1-fluorocyclopropyl)propanamide